C(C)OC(C(C(=O)OCC)(O)CC(=O)C1=CC=C(C=C1)C#N)=O [2-(4-cyanophenyl)-2-oxoethyl](hydroxy)malonic acid diethyl ester